1,12-bis(p-aminophenoxy)dodecane NC1=CC=C(OCCCCCCCCCCCCOC2=CC=C(C=C2)N)C=C1